N-[4-(6,6-dimethylcyclohexen-1-yl)-6-(3-hydroxy-3-methyl-butoxy)pyrimidin-2-yl]-1-methyl-pyrazole-4-sulfonamide CC1(CCCC=C1C1=NC(=NC(=C1)OCCC(C)(C)O)NS(=O)(=O)C=1C=NN(C1)C)C